6-(4-fluoro-2-methoxyphenyl)-2-(5-fluoropyridin-3-yloxymethyl)imidazo[1,2-a]pyrimidine FC1=CC(=C(C=C1)C=1C=NC=2N(C1)C=C(N2)COC=2C=NC=C(C2)F)OC